2-Cyano-3-[(2-mercaptoethyl)thio]propanoic acid ethyl ester C(C)OC(C(CSCCS)C#N)=O